C1(CC1)C1=C(C=C(C=N1)C1=CC(=C2C(=N1)N=C(N2)C=2N=CC=NC2)N(C)CC2(CCCC2)COC)C(F)(F)F 5-{5-[6-cyclopropyl-5-(trifluoromethyl)pyridin-3-yl]-7-[{[1-(methoxymethyl)cyclopentyl]methyl}(methyl)amino]-1H-imidazo[4,5-b]pyridin-2-yl}pyrazin